(S)-6-(1-amino-1,3-dihydro-spiro[inden-2,4'-piperidin]-1'-yl)-3-(1-(2-chloro-3-methoxyphenyl)vinyl)-1H-pyrazolo[3,4-d]pyrimidin-4(5H)-one N[C@@H]1C2=CC=CC=C2CC12CCN(CC2)C=2NC(C1=C(N2)NN=C1C(=C)C1=C(C(=CC=C1)OC)Cl)=O